OC1=C(C=CC=C1)C(C1=CC=CC=C1)P(OC)(OC)=O Dimethyl ((2-hydroxyphenyl)(phenyl)methyl)phosphonate